C(C)(=O)NC1=NC=CC(=C1)OC1=C(C=C(C=C1)C=1N(C=C(N1)C(=O)N)C1=CC=C(C=C1)OC)F (4-{[2-(acetylamino)pyridin-4-yl]oxy}-3-fluorophenyl)-1-(4-methoxyphenyl)-1H-imidazole-4-carboxamide